N-(4-(1,2-dimethyl-1H-imidazol-5-yl)-2-methoxyphenyl)-8-(3,3-dimethylazetidin-1-yl)-6-methylpyrido[3,4-d]pyrimidin-2-amine CN1C(=NC=C1C1=CC(=C(C=C1)NC=1N=CC2=C(N1)C(=NC(=C2)C)N2CC(C2)(C)C)OC)C